BrC=1N=C(C2=C(N1)N=C(C=C2)O)C2=CC=C(C=C2)C 2-bromo-4-(p-tolyl)pyrido[2,3-d]pyrimidin-7-ol